5-bromo-2,3,4,7-tetrahydrooxepine BrC=1CCCOCC1